CC1=C2C=C(N=NC2=CC(=C1)N1CC2(CN(C2)C(=O)OC(C)(C)C)C1)OS(=O)(=O)C(F)(F)F tert-butyl 6-[5-methyl-3-(trifluoromethanesulfonyloxy)cinnolin-7-yl]-2,6-diazaspiro[3.3]heptane-2-carboxylate